7-(naphthalen-1-yl)pyrido[4,3-d]pyrimidine C1(=CC=CC2=CC=CC=C12)C1=CC=2N=CN=CC2C=N1